COC=1SC2=C(N1)C(=CC=C2N2C[C@@H](N([C@H](C2)C)C(=O)OC(C)(C)C)C)C(NC2=CC=CC=1N(N=NC12)C)=O tert-butyl (2S,6S)-4-[2-methoxy-4-[(1-methylbenzotriazol-4-yl)carbamoyl]-1,3-benzothiazol-7-yl]-2,6-dimethyl-piperazine-1-carboxylate